4-ethylbenzenesulfonic acid sodium salt [Na+].C(C)C1=CC=C(C=C1)S(=O)(=O)[O-]